2,6-bis(isocyanatomethyl)decahydronaphthalene N(=C=O)CC1CC2CCC(CC2CC1)CN=C=O